ClC1=CN(C(C2=CC=C(C=C12)C=1C=NNC1C(F)(F)F)=O)CC=1C=C(C(=O)NC)C=CC1 3-((4-Chloro-1-oxo-6-(5-(trifluoromethyl)-1H-pyrazol-4-yl)isoquinolin-2(1H)-yl)methyl)-N-methylbenzamide